FC(CN1C=NC(=C1C=1C=CC=2N(C1)C(=CN2)C(=O)N)C2=CC(=C(C=C2)F)F)F 6-(1-(2,2-difluoroethyl)-4-(3,4-difluorophenyl)-1H-imidazol-5-yl)imidazo[1,2-a]pyridine-3-carboxamide